FC1=NC=C(C=C1\C=N\NC(=O)C1=NC(=CN=C1)C=1C=NC(=CC1)O)OC (E)-N'-((2-fluoro-5-methoxypyridin-3-yl)methylene)-6-(6-hydroxypyridin-3-yl)pyrazine-2-carbohydrazide